[C@H]1(C[C@H](CCC1)O)O trans-cyclohexane-1,3-diol